3-[5-[(1-benzylazetidin-3-yl)methyl]-2-oxo-benzo[cd]indol-1-yl]piperidine-2,6-dione C(C1=CC=CC=C1)N1CC(C1)CC=1C=CC=2C(N(C3=CC=CC1C23)C2C(NC(CC2)=O)=O)=O